(S)-8-chloro-4-((3-chloro-4-fluorophenyl)amino)-6-(((2-chloropyridin-3-yl)(1-isopropyl-1H-1,2,3-triazol-4-yl)methyl)amino)quinoline-3-carbonitrile ClC=1C=C(C=C2C(=C(C=NC12)C#N)NC1=CC(=C(C=C1)F)Cl)N[C@H](C=1N=NN(C1)C(C)C)C=1C(=NC=CC1)Cl